4-(3-(1,1-difluoroethyl)phenyl)butanoic acid FC(C)(F)C=1C=C(C=CC1)CCCC(=O)O